3-bromo-N4-isopropyl-1-(phenylsulfonyl)-1H-pyrrolo[2,3-b]pyridine-4,5-diamine BrC1=CN(C2=NC=C(C(=C21)NC(C)C)N)S(=O)(=O)C2=CC=CC=C2